(2S,4R)-4-fluoro-1-[2-(5-methoxy-1-methyl-1H-1,2,4-triazol-3-yl)acetyl]-N-[(S)-phenyl[5-(propan-2-yl)pyridin-2-yl]methyl]pyrrolidine-2-carboxamide F[C@@H]1C[C@H](N(C1)C(CC1=NN(C(=N1)OC)C)=O)C(=O)N[C@H](C1=NC=C(C=C1)C(C)C)C1=CC=CC=C1